C(C)(C)(C)OC1=NC(=CC2=CC=C(C=C12)F)N(CC1=CC=C(C=C1)OC)CC1=CC=C(C=C1)OC 1-(tert-butoxy)-7-fluoro-N,N-bis(4-methoxybenzyl)isoquinolin-3-amine